(1R,2S)-2-formylcyclopropane-1-carboxylic acid methyl ester COC(=O)[C@H]1[C@H](C1)C=O